2-[(6-chloroquinolin-4-yl)amino]Benzamide ClC=1C=C2C(=CC=NC2=CC1)NC1=C(C(=O)N)C=CC=C1